(3S)-3-[(R)-amino-(2-fluorophenyl)methyl]-3,4-dihydro-1H-pyrido[2,3-b]pyrazin-2-one N[C@@H]([C@H]1C(NC2=C(N1)N=CC=C2)=O)C2=C(C=CC=C2)F